COC=1C=C(C=CC1OC)C=1NC2=CC=C(C=C2C1CC)C1=NN=C(O1)C(=O)N1CC2CNCC2C1 (5-(2-(3,4-dimethoxyphenyl)-3-ethyl-1H-indol-5-yl)-1,3,4-oxadiazol-2-yl)(hexahydropyrrolo[3,4-c]pyrrol-2(1H)-yl)methanone